2-amino-5-fluoro-3-(2-fluoro-6-methoxyphenoxy)benzoic acid methyl ester COC(C1=C(C(=CC(=C1)F)OC1=C(C=CC=C1OC)F)N)=O